3-(diethylamino)ethyl-acrylamide C(C)N(CC)CCC=CC(=O)N